C(C)(C)(C)OC(=O)N1C2C=C(CC1CC2)C=2C=1N(C=C(N2)C=2C=NN(C2)C)N=CC1 3-[6-(1-methylpyrazol-4-yl)pyrazolo[1,5-a]pyrazin-4-yl]-8-azabicyclo[3.2.1]oct-2-ene-8-carboxylic acid tert-butyl ester